(2S)-2-(4-Chlorophenoxy)-N-{[(2E)-2-methyl-3-phenylprop-2-en-1-yl]oxy}propanamid ClC1=CC=C(O[C@H](C(=O)NOC\C(=C\C2=CC=CC=C2)\C)C)C=C1